N-(3-(((3-isopropyl-5-((piperidine-4-ylmethyl)amino)pyrazolo[1,5-a]pyrimidin-7-yl)amino)methyl)phenyl)acrylamide C(C)(C)C=1C=NN2C1N=C(C=C2NCC=2C=C(C=CC2)NC(C=C)=O)NCC2CCNCC2